5-chloro-N-(1-cyanocyclopropyl)-6-fluoro-1-trimethylstannyl-imidazo[1,5-a]pyridine-7-sulfonamide ClC1=C(C(=CC=2N1C=NC2[Sn](C)(C)C)S(=O)(=O)NC2(CC2)C#N)F